tert-butyl (S)-3-((4-(3-carbamoyl-2-(4-phenoxyphenyl)-4,5,6,7-tetrahydropyrazolo[1,5-a]pyrimidin-7-yl)-[1,4'-bipiperidin]-1'-yl)methyl)azetidine-1-carboxylate C(N)(=O)C=1C(=NN2C1NCC[C@H]2C2CCN(CC2)C2CCN(CC2)CC2CN(C2)C(=O)OC(C)(C)C)C2=CC=C(C=C2)OC2=CC=CC=C2